O=C1C=C2C(N=CC(=C2)C(=O)N)=N1 2-oxo-pyrrolo[2,3-b]pyridine-5-carboxamide